1,4-bis(n-dodecylmercaptothiocarbonylthiomethyl)benzene 2',3'-dihydro-1'H-spiro[cyclopropane-1,4'-isoquinoline]-7'-carboxylate C1NCC2(C3=CC=C(C=C13)C(=O)O)CC2.C(CCCCCCCCCCC)SC(=S)SCC2=CC=C(C=C2)CSC(=S)SCCCCCCCCCCCC